C1(CC1)C(=O)NC1=NC=CC(=C1)N1C=CC2=C(C=CC=C12)NC(=O)C1=NNC=C1 N-(1-(2-(Cyclopropancarboxamido)pyridin-4-yl)-1H-indol-4-yl)-1H-pyrazol-3-carboxamid